OC=1C=C(C=CC1O)C(C(=O)O)=C (3,4-dihydroxyphenyl)acrylic acid